CC1=CC2=C(N=C(N2)NC(=N)N)C=C1C 5,6-dimethyl-2-guanidinobenzimidazole